hexanedioic acid, diethyl ester C(CCCCC(=O)OCC)(=O)OCC